1,4-bis(2-methylimidazol-1-yl)terephthalic acid CC=1N(C=CN1)C1(C(=O)O)C=CC(C(=O)O)(C=C1)N1C(=NC=C1)C